4-((2S,5R)-5-ethyl-2-methyl-4-(pyridin-2-yl(4-(trifluoromethoxy)phenyl)methyl)piperazin-1-yl)-1-methyl-2-oxo-1,2-dihydropyrido[3,2-d]pyrimidine-6-carbonitrile C(C)[C@H]1N(C[C@@H](N(C1)C=1C2=C(N(C(N1)=O)C)C=CC(=N2)C#N)C)C(C2=CC=C(C=C2)OC(F)(F)F)C2=NC=CC=C2